N-(pentan-2-yl)-5,6-dihydro-4H-thieno[2,3-c]pyrrole-2-carboxamide CC(CCC)NC(=O)C1=CC2=C(CNC2)S1